Cl.C(CC)N[C@@H](C(C)C)C(=O)OCOC(N(C)[C@]1(C(CCCC1)=O)C1=C(C=CC=C1)Cl)=O ((((S)-1-(2-chlorophenyl)-2-oxocyclohexyl)(methyl)carbamoyl)oxy)methyl propyl-L-valinate hydrogen chloride